OC1=NC=C(C(=N1)O)C=O 2,4-dihydroxy-pyrimidine-5-carbaldehyde